C(CCCCCC(=O)OCC#CCCCCCC)(=O)OCC(COC(CCC(OCCCC\C=C/CC)OCCCC\C=C/CC)=O)COC(=O)OCC1CN(CCC1)CC 1-(3-((4,4-bis(((Z)-oct-5-en-1-yl)oxy)butanoyl)oxy)-2-(((((1-ethylpiperidin-3-yl)methoxy)carbonyl)oxy)methyl)propyl) 7-(non-2-yn-1-yl) heptanedioate